tert-butyl (3S,4S)-4-[4-[[(3R)-2,6-dioxo-3-piperidyl]amino]-2-fluoro-phenyl]-3-methoxy-piperidine-1-carboxylate O=C1NC(CC[C@H]1NC1=CC(=C(C=C1)[C@H]1[C@@H](CN(CC1)C(=O)OC(C)(C)C)OC)F)=O